5-(6-(2-(difluoromethyl)-8,9-dimethyl-4-oxo-4H-pyrimido[1,2-b]pyridazin-7-yl)-5,6,7,8-tetrahydro-1,6-naphthyridin-3-yl)nicotinonitrile FC(C=1N=C2N(N=C(C(=C2C)C)N2CC=3C=C(C=NC3CC2)C=2C=NC=C(C#N)C2)C(C1)=O)F